(1s,3s)-3-(5-methyl-3-(trifluoromethyl)-1H-pyrazol-1-yl)cyclobutyl ((2-(2,6-dioxopiperidin-3-yl)-4-fluoro-3-oxoisoindolin-5-yl)methyl)carbamate O=C1NC(CC[C@@H]1N1CC2=CC=C(C(=C2C1=O)F)CNC(OC1CC(C1)N1N=C(C=C1C)C(F)(F)F)=O)=O